butyl 2-[4-[1-(acetoxymethyl)cyclobutyl]-5-benzyloxy-2-fluoro-phenyl]acetate C(C)(=O)OCC1(CCC1)C1=CC(=C(C=C1OCC1=CC=CC=C1)CC(=O)OCCCC)F